OC1(CC1)C1=NN(C=N1)C1CC2(CN(C2)C(=O)N2CC3(C2)CC(C3)CC=3OC=C(N3)C(F)(F)F)C1 [6-[3-(1-hydroxycyclopropyl)-1,2,4-triazol-1-yl]-2-azaspiro[3.3]heptan-2-yl]-[6-[[4-(trifluoromethyl)oxazol-2-yl]methyl]-2-azaspiro[3.3]heptan-2-yl]methanone